NC(COCCOCCOCCOCCO)O amino-pentaethyleneglycol